C(=C)C=1C=C(C(=CC1)OC)O 4-vinylguaiacol